ClC1=NN(C2=NC(=NC=C21)Cl)CC(COC2=NN(C=C2[N+](=O)[O-])C2CCC(CC2)OC)F 3,6-dichloro-1-(2-fluoro-3-((1-((1r,4r)-4-methoxycyclohexyl)-4-nitro-1H-pyrazol-3-yl)oxy)propyl)-1H-pyrazolo[3,4-d]pyrimidine